[(3R)-1-[(1r,4r)-4-({2-[2,6-dioxopiperidin-3-yl]-1,3-dioxoisoindol-4-yl}amino)cyclohexanecarbonyl]pyrrolidin-3-yl]acetic acid O=C1NC(CCC1N1C(C2=CC=CC(=C2C1=O)NC1CCC(CC1)C(=O)N1C[C@H](CC1)CC(=O)O)=O)=O